C(C)(C)(C)OC(=O)NCCOCCN1N=C(C=C1[SiH](C(C)(C)C)C(C)(C)C)NCC(=O)O (1-(2-(2-((tert-butoxycarbonyl)amino)ethoxy)ethyl)-5-(di-tert-butylsilyl)-1H-pyrazol-3-yl)glycine